5-(N-1-phenylethyl-sulfonylamino)-[N',N'-bis(3-methylphenyl)]-isophthalamide C1(=CC=CC=C1)C(C)S(=O)(=O)NC=1C=C(C=C(C(=O)N)C1)C(=O)N(C1=CC(=CC=C1)C)C1=CC(=CC=C1)C